4-Amino-1-((R)-2-((R)-2-((R)-2-((R)-2-amino-3-phenylpropanamido)-3-phenylpropan-amido)-4-methylpentanamido)-6-((1,3-dihydroxypropan-2-yl)amino)hexanoyl)piperidin NC1CCN(CC1)C([C@@H](CCCCNC(CO)CO)NC([C@@H](CC(C)C)NC([C@@H](CC1=CC=CC=C1)NC([C@@H](CC1=CC=CC=C1)N)=O)=O)=O)=O